diazeton N=1NC(C1)=O